CN1CC2C(CC1)CCN2 6-methyloctahydro-1H-pyrrolo[2,3-c]pyridine